2-Ethylsulfanyl-4-methyl-6-morpholin-4-yl-N-(3-pyridin-3-yl-propyl)-pyridine-3-carboxylic acid amide C(C)SC1=NC(=CC(=C1C(=O)NCCCC=1C=NC=CC1)C)N1CCOCC1